chloro-1'-(4-iodo-1-methyl-1H-pyrazol-5-yl)spiro[cyclopropane-1,3'-indoline]-2'-one ClC1=C2C3(C(N(C2=CC=C1)C1=C(C=NN1C)I)=O)CC3